O[C@H](CN(C(C1=C(C=C(C=C1)C1=CN(C2=NC=C(N=C21)C2=CC(=C1CCN(CC1=C2)C)OC)S(=O)(=O)C2=CC=C(C)C=C2)C)=O)C)C (S)-N-(2-hydroxypropyl)-4-(2-(5-methoxy-2-methyl-1,2,3,4-tetrahydroisoquinolin-7-yl)-5-tosyl-5H-pyrrolo[2,3-b]pyrazin-7-yl)-N,2-dimethylbenzamide